C1(CC1)C1=CC=C(C=C1)N(C=1C=C2CCN[C@H](C2=CC1)CNC1=C(C(=O)O)C=CN=C1)C (R)-3-(((6-((4-cyclopropylphenyl)(methyl)amino)-1,2,3,4-tetrahydroisoquinolin-1-yl)methyl)amino)isonicotinic acid